NC[C@@]1([C@@H]2CCN(C[C@H]12)C1=CN=C2C(=N1)NN=C2C2=C(C=C(C=C2)C2=NSC(=N2)O)Cl)C2=C(C=CC=C2)F 3-(4-(6-((1S,6R,7R)-7-(aminomethyl)-7-(2-fluorophenyl)-3-azabicyclo[4.1.0]heptan-3-yl)-1H-pyrazolo[3,4-b]pyrazin-3-yl)-3-chlorophenyl)-1,2,4-thiadiazol-5-ol